O1CC=CC2=CC=C3C(=C12)C=CS3 THIENOCHROMENE